(7-bromo-3-iodo-5-nitro-2H-indazol-6-yl)(2-chloro-5-fluorophenyl)methanone BrC1=C(C(=CC2=C(NN=C12)I)[N+](=O)[O-])C(=O)C1=C(C=CC(=C1)F)Cl